1-(9H-fluoren-9-yl)-43,43-dimethyl-3,11,39-trioxo-2,14,17,20,23,26,29,32,35-nonaoxa-4,10,38,43-tetraazahexatetracontan-43-ium-46-sulfonate C1=CC=CC=2C3=CC=CC=C3C(C12)COC(NCCCCCNC(CCOCCOCCOCCOCCOCCOCCOCCOCCNC(CCC[N+](CCCS(=O)(=O)[O-])(C)C)=O)=O)=O